COCCCC1=C(N=C(S1)N(C(O)=O)C1=CC(=NC(=C1)F)F)C(NC1C(CC1)(C)C)=O.C(CCCCCCCCCCCCC)N([C@@H](C(C)C)C(=O)N)C(CCCN)=O myristyl-aminobutyryl-valinamide 2-methoxyethyl-N-(2,6-difluoro-4-pyridyl)-N-[4-[(2,2-dimethylcyclobutyl)carbamoyl]-5-methyl-thiazol-2-yl]carbamate